C1=CC=CC=2C3=CC=CC=C3C(C12)COC(=O)N[C@H](C(=O)OC(C)(C)C)CC1=CC(=C(C=C1)C(NC)=O)OC tert-butyl (S)-2-((((9H-fluoren-9-yl)methoxy)carbonyl)amino)-3-(3-methoxy-4-(methylcarbamoyl)phenyl)propanoate